ClCC(=O)N1CCN(CC1)C(=O)C=1C=C(C=CC1F)CC1=NNC(C2=CC=CC=C12)=O 4-[[3-[4-(2-chloroacetyl)piperazine-1-carbonyl]-4-fluoro-phenyl]methyl]-2H-phthalazin-1-one